4-(methoxycarbonyl)-1-methylpyrrol COC(=O)C=1C=CN(C1)C